pyrazolo[3,4-D]pyrimidine N1N=CC=2C1=NC=NC2